C(C)C=1N=C(C2=C(N1)C(=CS2)C)N[C@H](CN2CCNCC2)C 2-ethyl-7-methyl-N-[(2S)-1-(piperazin-1-yl)propan-2-yl]thieno[3,2-d]pyrimidin-4-amine